NC=1C=2N(C(=CN1)C)C(=NC2C2=C(C=C(C=C2)NC(C(O)C2=CC(=CC(=C2)C(F)(F)F)F)=O)F)C([2H])([2H])[2H] N-[4-[8-amino-5-methyl-3-(trideuteriomethyl)imidazo[1,5-a]pyrazin-1-yl]-3-fluoro-phenyl]-2-[3-fluoro-5-(trifluoromethyl)phenyl]-2-hydroxy-acetamide